CC1=C(C=C(C=C1O)C)O 2,5-dimethylbenzene-1,3-diol